N1C=C(C=2C1=NC=CC2)C2=NC(=NC=C2)N 4-(1H-Pyrrolo[2,3-B]pyridin-3-YL)pyrimidin-2-amine